(R)-2-(3-amino-2-carbonylpiperidin-1-yl)acetonitrile hydrochloride Cl.N[C@H]1C(N(CCC1)CC#N)=C=O